C1(CC1)NC(=O)NC1=CC(=CC=C1)OC1=NC=NC2=CC(=C(C=C12)OC)OC 1-cyclopropyl-3-(3-((6,7-dimethoxyquinazoline-4-yl)oxy)phenyl)urea